N1N=NN=C1C1=C(C=CC=C1)C1=CC(=CC(=N1)N(CC(C)C)CC1=CC=CC=C1)NC1=C(C=NC=C1)F 6-(2-(1H-tetrazol-5-yl)phenyl)-N2-benzyl-N4-(3-fluoropyridin-4-yl)-N2-isobutylpyridine-2,4-diamine